3-hydroxy-3-methylbutyric acid propyl ester C(CC)OC(CC(C)(C)O)=O